The molecule is a beta-D-glucosyl-(1<->1')-N-acylsphinganine in which the acyl group specified is tetracosanoyl. It has a role as a mouse metabolite. It derives from a tetracosanoic acid. CCCCCCCCCCCCCCCCCCCCCCCC(=O)N[C@@H](CO[C@H]1[C@@H]([C@H]([C@@H]([C@H](O1)CO)O)O)O)[C@@H](CCCCCCCCCCCCCCC)O